C(C)(C)C=1C=C(C=C(C1O)C(C)C)C1=C(C(=C(C(=C1C(C)C)C1=CC(=C(C(=C1)C(C)C)O)C(C)C)C(C)C)C1=CC(=C(C(=C1)C(C)C)O)C(C)C)C(C)C tris(3,5-diisopropyl-4-hydroxyphenyl)1,3,5-triisopropylbenzene